nitro-[1,1'-biphenyl]-3-carboxylic acid methyl ester COC(=O)C=1C(=C(C=CC1)C1=CC=CC=C1)[N+](=O)[O-]